(R)-2-(3-Chlorophenyl)-2-methyl-1-phenylpropyl ((S)-1-(((S)-1-hydroxy-3-((S)-2-oxopyrrolidin-3-yl)propan-2-yl)amino)-4-methyl-1-oxopentan-2-yl)carbamate OC[C@H](C[C@H]1C(NCC1)=O)NC([C@H](CC(C)C)NC(O[C@@H](C(C)(C)C1=CC(=CC=C1)Cl)C1=CC=CC=C1)=O)=O